C(C)OC1=C(CS(=O)(=O)C2=NC=3N(C(N(C(C3N2C)=O)C)=O)C)C=C(C=C1)OC 8-((2-ethoxy-5-methoxybenzyl)sulfonyl)-1,3,7-trimethyl-1H-purine-2,6(3H,7H)-dione